n-butyl-bishydroxypropyl-phosphine oxide C(CCC)P(CCCO)(CCCO)=O